FC(CCN1N=C(N=C1)C(=O)OC)(F)F Methyl 1-(3,3,3-trifluoropropyl)-1H-1,2,4-triazole-3-carboxylate